F[C@H](C1(COC1)C=1C=C(C=CC1)N1C(C2=CC(=CC(=C2C1)C(F)(F)F)CN1C[C@@H](CC1)F)=O)C1=NN=CN1C 2-(3-(3-((R)-fluoro(4-methyl-4H-1,2,4-triazol-3-yl)methyl)oxetan-3-yl)phenyl)-6-(((R)-3-fluoropyrrolidin-1-yl)methyl)-4-(trifluoromethyl)isoindolin-1-one